C(C)(C)[C@H]1P([C@@H](CC1)C(C)C)C1=C(C=CC=C1)P1[C@@H](CC[C@H]1C(C)C)C(C)C (+)-1,2-bis[(2S,5S)-2,5-diisopropylphospholanyl]benzene